CC1=C(C=CC=C1NC(=O)C1=CC(=C(C=N1)CN[C@@H](C(=O)O)CC(=O)O)C1CC1)C1=C(C(=CC=C1)NC(=O)C1=CC(=C(C=N1)CN[C@@H](C(=O)O)CC(=O)O)C1CC1)C (2R,2'R)-2,2'-((((((2,2'-dimethyl-[1,1'-biphenyl]-3,3'-diyl)bis(azanediyl))bis(carbonyl))bis(4-cyclopropylpyridine-6,3-diyl))bis(methylene))bis(azanediyl))disuccinic acid